NC1=CC=C2C=CC=NC2=N1 7-amino-1,8-naphthyridine